bis(ditolyl ethyl) ether C1(=C(C=CC=C1)C(COCC(C1=C(C=CC=C1)C)C1=C(C=CC=C1)C)C1=C(C=CC=C1)C)C